(3'S,5S)-2-(2-ethoxypyridin-3-yl)-3'-ethyl-7-[[(2R)-pyrrolidin-2-yl]methyl]-1'-[2-(trifluoromethyl)phenyl]spiro[6,8-dihydro-1,7-naphthyridine-5,4'-piperidine] C(C)OC1=NC=CC=C1C1=NC=2CN(C[C@@]3([C@@H](CN(CC3)C3=C(C=CC=C3)C(F)(F)F)CC)C2C=C1)C[C@@H]1NCCC1